bis[4-(oxoglycidyl)phenyl]methane O=C(C1CO1)C1=CC=C(C=C1)CC1=CC=C(C=C1)C(C1CO1)=O